O[C@@H](C(=O)N1CC2=C(CCC1)N=C(NC2=O)C2(CC2)C=2C=NC=C(C2)C(C)C)C2=CC(=CC=C2)C(F)(F)F (R)-6-(2-hydroxy-2-(3-(trifluoromethyl)phenyl)acetyl)-2-(1-(5-isopropylpyridin-3-yl)cyclopropyl)-3,5,6,7,8,9-hexahydro-4H-pyrimido[5,4-c]azepin-4-one